4-{8-[(3-fluorophenyl)sulfonyl]-3,8-diazabicyclo[3.2.1]oct-3-yl}(1H-1,2,3-triazol-5-yl)methanone FC=1C=C(C=CC1)S(=O)(=O)N1C2CN(CC1CC2)C=2N=NNC2C=O